[2-[2-(2-azaspiro[3.3]heptan-2-yl)ethyl]-1H-indol-6-yl]methylamine C1N(CC12CCC2)CCC=2NC1=CC(=CC=C1C2)CN